(R)-1-((S)-3-(3-chloro-4-(6-(1-methylcyclopropoxy)-9-((4-methylpyridin-2-yl)methyl)-9H-purin-8-yl)phenoxy)pyrrolidin-1-yl)-2-hydroxypropan-1-one ClC=1C=C(O[C@@H]2CN(CC2)C([C@@H](C)O)=O)C=CC1C=1N(C2=NC=NC(=C2N1)OC1(CC1)C)CC1=NC=CC(=C1)C